C(C)N(C1=CC=C(C(=O)C2=CC=C(C=C2)N(CC)CC)C=C1)CC 4,4'-di(diethylamino)benzophenone